ClC1=C(C(=CC=C1)Cl)N1CN(C2=NC(=NC=C2C1=O)NC1=CC(=C(C=C1)N1C2CN(CC1CC2)C)C)C 3-(2,6-dichlorophenyl)-1-methyl-7-((3-methyl-4-(3-methyl-3,8-diazabicyclo[3.2.1]oct-8-yl)phenyl)amino)-2,3-dihydropyrimido[4,5-d]pyrimidin-4(1H)-one